CS(=O)(=O)O.C(CCC(=O)O)(=O)O succinic acid, methanesulfonic acid salt